C(C=C)(=O)N1[C@@H](C[C@H](CC1)N1C=NC=2C(=NC=3C(=C(C(=CC3C21)C(F)(F)F)C=2C=CC(=C1C=CC=NC21)F)F)N2CC(C2)N(C)C)CC#N 2-((2S,4S)-1-acryloyl-4-(4-(3-(dimethylamino)azetidin-1-yl)-6-fluoro-7-(5-fluoroquinolin-8-yl)-8-(trifluoromethyl)-1H-imidazo[4,5-c]quinolin-1-yl)piperidin-2-yl)acetonitrile